butyl (4-oxocyclohexyl)carbamate O=C1CCC(CC1)NC(OCCCC)=O